COC1=C(C(=O)P(C2=CC=CC=C2)(C(C2=C(C=CC=C2OC)OC)=O)=O)C(=CC=C1)OC bis(2,6-dimethoxybenzoyl)phenylphosphin oxide